C(C1=CC=CC=C1)OC(CCCO)CCN1CCC(CC1)CCOCC1=CC(=C(C(=C1)OC)OC)O[Si](C1=CC=CC=C1)(C1=CC=CC=C1)C(C)(C)C 4-(benzyloxy)-6-{4-[2-({3-[(tert-butyldiphenylsilyl)oxy]-4,5-dimethoxyphenyl}methoxy)ethyl]piperidin-1-yl}hexan-1-ol